(2S,4R)-1-[(2S)-2-(4-cyclopropyltriazol-1-yl)-3,3-dimethyl-butanoyl]-4-hydroxy-N-[(1-methylimidazo[1,2-b]pyrazol-7-yl)methyl]pyrrolidine-2-carboxamide C1(CC1)C=1N=NN(C1)[C@H](C(=O)N1[C@@H](C[C@H](C1)O)C(=O)NCC1=C2N(N=C1)C=CN2C)C(C)(C)C